The molecule is a monoterpene that is bicyclo[3.1.1]heptane substituted by methyl groups at positions 2, 6 and 6. It has a role as a plant metabolite. It is a terpenoid fundamental parent, a monoterpene and a carbobicyclic compound. CC1CCC2CC1C2(C)C